BrC=1C=C(OCCCC2CCN(CC2)CC(=O)OCC)C=CC1 ethyl 2-(4-(3-(3-bromophenoxy)propyl)piperidin-1-yl)acetate